C(C)C1=CC=C(C=C1)NS(=O)(=O)C (4-ethylphenyl)(methyl)sulfonamide